N1N=CC(=C1)[C@H]1CN(CC1)C(=O)OC(C)(C)C tert-butyl (S)-3-(1H-pyrazol-4-yl)pyrrolidine-1-carboxylate